FC1=C(C=CC(=C1)C(C(=O)N1CC(CCC1)C(=O)NC1CC(NC(C1)(C)C)(C)C)C)C1=CC=CC=C1 1-(2-(2-fluoro-[1,1'-biphenyl]-4-yl)propionyl)-N-(2,2,6,6-tetramethylpiperidin-4-yl)piperidine-3-carboxamide